tert-butyl 2-bromo-5-((4-methylpyrimidin-2-yl)oxy)benzylcarbamate BrC1=C(CNC(OC(C)(C)C)=O)C=C(C=C1)OC1=NC=CC(=N1)C